CC(CNC=1C=NN(C1)C)(C)O 2-methyl-1-((1-methyl-1H-pyrazol-4-yl)amino)propan-2-ol